C(C)(C)(C)OC(=O)N(C)C[C@H]1CN(CCO1)C(=O)OCC1=CC=CC=C1 Benzyl (2S)-2-[[tert-butoxycarbonyl(methyl)amino]methyl]morpholine-4-carboxylate